(1R,3R)-3-((4-methyl-4H-1,2,4-triazol-3-yl)methyl)cyclobutane-1-carbonitrile CN1C(=NN=C1)CC1CC(C1)C#N